(2R,3S,4R,5R)-5-(4-amino-7H-pyrrolo[2,3-d]pyrimidin-7-yl)-2-((R)-(4-fluoro-3-(trifluoromethyl)phenyl)(hydroxy)methyl)-3-methyltetrahydrofuran-3,4-diol NC=1C2=C(N=CN1)N(C=C2)[C@H]2[C@@H]([C@@]([C@H](O2)[C@H](O)C2=CC(=C(C=C2)F)C(F)(F)F)(O)C)O